tert-butyl 2-{[(1S)-1-cyano-2-[4-(3-methyl-2-oxo-2,3-dihydro-1,3-benzoxazol-5-yl)phenyl] ethyl]carbamoyl}-5,5-dimethylmorpholine-4-carboxylate C(#N)[C@H](CC1=CC=C(C=C1)C=1C=CC2=C(N(C(O2)=O)C)C1)NC(=O)C1CN(C(CO1)(C)C)C(=O)OC(C)(C)C